O=C1N(CC2=C(C=CC=C12)C#CCCCCCCN1C(C=C(C=C1)[C@@H]1CNC2(CC2)C1)=O)C1C(NC(CC1)=O)=O 3-(1-oxo-4-(8-(2-oxo-4-((R)-4-azaspiro[2.4]heptan-6-yl)pyridin-1(2H)-yl)oct-1-yn-1-yl)isoindolin-2-yl)piperidine-2,6-dione